2-oxo-2-(prop-2-yn-1-ylamino)acetic acid O=C(C(=O)O)NCC#C